bis(biphenyl-4-yl)-{(1,1':2',1''-terphenyl)-4'-yl}amine C1(=CC=C(C=C1)N(C=1C=C(C(=CC1)C1=CC=CC=C1)C1=CC=CC=C1)C1=CC=C(C=C1)C1=CC=CC=C1)C1=CC=CC=C1